CN1CC(CCC1)C1=C(C=CC=C1)C(C(=O)[O-])(C1=CC=CC=C1)O 1-Methylpiperidin-3-yl-2-hydroxy-2,2-diphenylacetate